N1(CCCC1)CC pyrrolidinylethane